CC1=NN(C(C1C(=O)NC1=NC=CC=C1)=O)C1=CC=CC=C1 3-methyl-5-oxo-1-phenyl-N-(pyridin-2-yl)-4,5-dihydro-1H-pyrazole-4-carboxamide